1-(((3S)-1-((3-cyano-1-azetidinyl)sulfonyl)-3-piperidinyl)carbonyl)-N-((1R)-2-methoxy-1-(3-(trifluoromethyl)phenyl)ethyl)-D-prolinamide C(#N)C1CN(C1)S(=O)(=O)N1C[C@H](CCC1)C(=O)N1[C@H](CCC1)C(=O)N[C@@H](COC)C1=CC(=CC=C1)C(F)(F)F